FC(C(=O)O)(F)F.CN1C(N(C2=C1C=C(C=C2)C2=CC=C(C=C2)CCOCCCN2CCNCC2)C2C(NC(CC2)=O)=O)=O 3-[3-methyl-2-oxo-5-(4-{2-[3-(piperazin-1-yl)propoxy]ethyl}phenyl)-1,3-benzodiazol-1-yl]piperidine-2,6-dione trifluoroacetate